4,4-dimethyl-pent-2-enenitrile CC(C=CC#N)(C)C